O1C(=CC=C1)CC1=NOC(=N1)CN (3-(furan-2-ylmethyl)-1,2,4-oxadiazol-5-yl)methylamine